CCCCCCCCCCCCCCCCCCCC(=O)OC[C@H](COP(=O)(O)OC[C@H](CO)O)OC(=O)CCCCCCCCCCC 1-eicosanoyl-2-dodecanoyl-glycero-3-phospho-(1'-sn-glycerol)